bis[(Z)-non-2-enyl] 9-[4-(dimethylamino)butanoyloxy]heptadecanedioate CN(CCCC(=O)OC(CCCCCCCC(=O)OC\C=C/CCCCCC)CCCCCCCC(=O)OC\C=C/CCCCCC)C